NC1=NC=CC(=C1)C=1C=C2C=CN(C(C2=CC1)=O)CC=1C=C(C(=O)NC2CCOCC2)C=CC1 3-((6-(2-Aminopyridin-4-yl)-1-oxoisoquinolin-2(1H)-yl)methyl)-N-(tetrahydro-2H-pyran-4-yl)benzamide